11-ethyl-1,11-tridecadien C(C)C(CCCCCCCCC=C)=CC